COC=1C(=NC=C(C1)[N+](=O)[O-])N1CCN(CC1)C 1-(3-methoxy-5-nitropyridin-2-yl)-4-methylpiperazine